C(C)(C)(C)OC(=O)NNC1=NNC(=N1)C1=CC(=C(C=C1)Cl)Cl 2-(5-(3,4-Dichlorophenyl)-1H-1,2,4-triazol-3-yl)hydrazinecarboxylic acid tert-butyl ester